ClC1=CC(=NC(=C1)NCC(F)(F)F)C1(CC1)NC(CC(C)(O)C1=C(C=C(C=C1)F)F)=O N-(1-(4-chloro-6-((2,2,2-trifluoroethyl)amino)pyridin-2-yl)cyclopropyl)-3-(2,4-difluorophenyl)-3-hydroxybutanamide